C(C)(C)(C)[S@@](=O)N[C@@H](C)C1(CC1)C1=C(C=2N=C(N=C(C2S1)N(C(OC(C)(C)C)=O)CC=1OC=CC1)Cl)C tert-butyl (6-(1-((S)-1-(((R)-tert-butylsulfinyl)amino)ethyl)cyclopropyl)-2-chloro-7-methylthieno[3,2-d]pyrimidin-4-yl)(furan-2-ylmethyl)carbamate